C[C@H]1CN(CCN1)C(=O)C=1N=C(OC1)C=1C=NN(C1)C1=CC=CC=C1 (3S)-3-methyl-1-[2-(1-phenyl-1H-pyrazol-4-yl)-1,3-oxazole-4-carbonyl]piperazine